6-[4-(4-fluoro-3-methyl-phenyl)-5-methyl-1,2,4-triazol-3-yl]-4-methyl-1H-benzimidazole FC1=C(C=C(C=C1)N1C(=NN=C1C)C=1C=C(C2=C(NC=N2)C1)C)C